N-Chloroacetyl-D-alanine ClCC(=O)N[C@H](C)C(=O)O